CC1=C(C=C(C=C1)NC(=O)N1CC(=CC1)C(F)(F)F)C1=CC(=NC(=C1)N1CCOCC1)C=1C=NN(C1)C N-{4-methyl-3-[2-(1-methylpyrazol-4-yl)-6-(morpholin-4-yl)pyridin-4-yl]phenyl}-3-(trifluoromethyl)-2,5-dihydropyrrole-1-carboxamide